CN1C(CC(CC1(C)C)OC(C(C(=O)OC1CC(N(C(C1)(C)C)C)(C)C)CCCC)=O)(C)C butyl-malonic acid di(1,2,2,6,6-pentamethyl-4-piperidyl) ester